tert-butyl N-{6-[(2R)-2-[(tert-butoxycarbonyl)amino]propyl]-2-chlorofuro[3,2-d]pyrimidin-4-yl}-N-(pyridin-4-ylmethyl)carbamate C(C)(C)(C)OC(=O)N[C@@H](CC1=CC=2N=C(N=C(C2O1)N(C(OC(C)(C)C)=O)CC1=CC=NC=C1)Cl)C